N-(2-fluoro-3-((2-((1-methyl-1H-pyrazol-4-yl)amino)-5-(4-(trifluoromethyl)phenyl)pyrimidin-4-yl)amino)phenyl)acrylamide trifluoroacetate FC(C(=O)O)(F)F.FC1=C(C=CC=C1NC1=NC(=NC=C1C1=CC=C(C=C1)C(F)(F)F)NC=1C=NN(C1)C)NC(C=C)=O